tetra-carboxyl-phenyl-indium C(=O)(O)C=1C(=C(C(=C(C1)[In])C(=O)O)C(=O)O)C(=O)O